N-(1-(2-bromophenyl)ethyl)-2-(2,4-dioxo-1,4-dihydroquinazolin-3(2H)-yl)acetamide BrC1=C(C=CC=C1)C(C)NC(CN1C(NC2=CC=CC=C2C1=O)=O)=O